1-(4-(2-(3-(1-methyl-1H-pyrazol-4-yl)-6-oxopyridazin-1(6H)-yl)ethoxy)quinolin-7-yl)piperidine-4-carboxylic acid CN1N=CC(=C1)C1=NN(C(C=C1)=O)CCOC1=CC=NC2=CC(=CC=C12)N1CCC(CC1)C(=O)O